2-(trifluoromethyl)-5,6,7,8-tetrahydrobenzo[c]imidazo[1,2-a]azocine-10-carbonitrile FC(C=1N=C2N(CCCCC3=C2C=CC(=C3)C#N)C1)(F)F